C1(CC1)C1=CC(=NO1)C(=O)N(C)OC 5-cyclopropyl-N-methoxy-N-methylisoxazole-3-carboxamide